CS(=O)(=O)CCC(=O)NC(C(=O)O)CCCCCCCC1=NC=2NCCCC2C=C1 2-(3-(methylsulfonyl)propanamido)-9-(5,6,7,8-tetrahydro-1,8-naphthyridin-2-yl)nonanoic acid